N=1C(=CN2C1C=CC=C2)C2=C(C(=O)NC1CCN(CC1)C(C1=CC(=CC=C1)C=1N=C3N(C=CC=C3)C1)=O)C=CC=C2 (imidazo[1,2-a]pyridin-2-yl)-N-(1-(3-(imidazo[1,2-a]pyridin-2-yl)benzoyl)piperidin-4-yl)benzamide